4-[3-hydroxy-7-(3-trifluoromethoxy-phenyl)-quinolin-2-yl]-4-oxo-butyric acid ethyl ester C(C)OC(CCC(=O)C1=NC2=CC(=CC=C2C=C1O)C1=CC(=CC=C1)OC(F)(F)F)=O